COC(=O)N[C@@H](C(C)C)C(=O)N1[C@@H](CC[C@@H]1C)C(=O)O (2S,5S)-1-((methoxycarbonyl)-L-valyl)-5-methylpyrrolidine-2-carboxylic acid